1,3-bis(3-(4-aminophenoxy)phenoxy)benzene NC1=CC=C(OC=2C=C(OC3=CC(=CC=C3)OC3=CC(=CC=C3)OC3=CC=C(C=C3)N)C=CC2)C=C1